3-[(1r,5s,6r)-6-(2-methyl-1,3-thiazol-4-yl)-3-azabicyclo[3.1.0]hex-3-yl]-8-azabicyclo[3.2.1]octane-8-carboxylic acid ethyl ester C(C)OC(=O)N1C2CC(CC1CC2)N2C[C@H]1C([C@H]1C2)C=2N=C(SC2)C